F[C@H]1[C@H]2C=C[C@@H](C[C@@H]1N(C1=CN=C(N=N1)C=1C=C3C=CN=CC3=CC1O)C)N2 6-(6-(((1R,2S,3S,5R)-2-fluoro-8-azabicyclo[3.2.1]oct-6-en-3-yl)(methyl)amino)-1,2,4-triazin-3-yl)isoquinolin-7-ol